ClC=1C=C2C=C(COC2=CC1)C(=O)C1=CN(C2=C1C=NC(=C2)C=2C(=NNC2)Cl)CCO (6-chloro-2H-chromen-3-yl)-[6-(3-chloro-1H-pyrazol-4-yl)-1-(2-hydroxyethyl)pyrrolo[3,2-c]pyridin-3-yl]methanone